2-(4-(3-((6-(3-(2-ethoxyphenoxy)phenyl)pyrazin-2-yl)amino)-3-oxopropyl)phenoxy)-2-methylpropanoic acid C(C)OC1=C(OC=2C=C(C=CC2)C2=CN=CC(=N2)NC(CCC2=CC=C(OC(C(=O)O)(C)C)C=C2)=O)C=CC=C1